BrC=1C=CC2=C(N(C=3N2C=C(N3)C3=C(C=C(C=C3)[C@@H]3N(CCC3)C(=O)OC(C)(C)C)F)C)C1 tert-butyl (R)-2-(4-(7-bromo-9-methyl-9H-benzo[d]imidazo[1,2-a]imidazol-2-yl)-3-fluorophenyl)pyrrolidine-1-carboxylate